N1C=NC2=C1C=C(C=C2)CN(C2=CC(=NC=C2)OCCOCCOCC2=CC=CC=C2)CC2=CC(=CC=C2)OC N-((1H-benzo[d]imidazol-6-yl)methyl)-2-(2-(2-(benzyloxy)ethoxy)ethoxy)-N-(3-methoxybenzyl)pyridin-4-amine